CCCCC=CCCCCCCCCCCCCCC icos-5-ene